ClC=1C(=C(NC2=NC=NC3=CC(=C(C=C23)NC(C#CCN2CCOCC2)=O)C#C[C@@]23CN(C[C@H]3C2)C)C=CC1)F N-[4-(3-chloro-2-fluoro-anilino)-7-[2-[(1r,5s)-3-methyl-3-azabicyclo[3.1.0]hexane-1-yl]ethynyl]quinazolin-6-yl]-4-morpholino-but-2-ynamide